C(C)(C)(C)OC(=O)N1C2CN(CC1CC2)CC2=C(N=C1N2C=CC=N1)C1=CC=C(C=C1)Br.COC1=CC=C(C(=O)[Ge](CC)(CC)C(C2=CC=C(C=C2)OC)=O)C=C1 bis(4-methoxybenzoyl)-diethyl-germanium tert.-Butyl-3-{[2-(4-bromophenyl)imidazo-[1,2-a]pyrimidin-3-yl]methyl}-3,8-diaza-bicyclo[3.2.1]octan-8-carboxylat